6-bromo-1-(1-(2,4-dichlorophenyl)ethyl)-4-(trifluoromethyl)-1H-benzo[d][1,2,3]triazole BrC=1C=C(C2=C(N(N=N2)C(C)C2=C(C=C(C=C2)Cl)Cl)C1)C(F)(F)F